ClC=1C=C(CNC2=NC(=NC3=CC=C(C=C23)C=2C(=NOC2C)C)C(=O)NCC2CC(C2)(F)F)C=CC1 ((3-chlorobenzyl)amino)-N-((3,3-difluorocyclobutyl)methyl)-6-(3,5-dimethylIsoxazol-4-yl)quinazoline-2-carboxamide